N-[(1S)-1-benzyl-1,3-dimethylbutyl]-8-fluoroquinoline C(C1=CC=CC=C1)[C@@](CC(C)C)(C)N1CC=CC2=CC=CC(=C12)F